BrC1=CN=C2C(=NC(=NN21)O[C@@H](C)CCC)N(CC2=C(C=C(C=C2)OC)OC)CC2=C(C=C(C=C2)OC)OC (S)-7-bromo-N,N-bis(2,4-dimethoxybenzyl)-2-(pentan-2-yloxy)imidazo[2,1-f][1,2,4]triazin-4-amine